6-phenethyl-12-(4-(trifluoromethyl)phenyl)-5,6-dihydropyrido[2,3-b:6,5-b']diindole C(CC1=CC=CC=C1)N1C=2NC3=CC=CC=C3C2C(=C2C1=NC=1C=CC=CC21)C2=CC=C(C=C2)C(F)(F)F